N-(3-(6-Amino-5-((1-(but-2-ynoyl)azetidin-3-yl)oxy)pyrimidin-4-yl)-5-fluoro-2-methylphenyl)-4-cyclopropyl-2-fluorobenzamide NC1=C(C(=NC=N1)C=1C(=C(C=C(C1)F)NC(C1=C(C=C(C=C1)C1CC1)F)=O)C)OC1CN(C1)C(C#CC)=O